C(C)(C)(C)OC(=O)N1CC(C1)N1C=NC(=C1)C(=O)OC methyl 1-(1-(tert-butoxycarbonyl)azetidin-3-yl)-1H-imidazole-4-carboxylate